3-bromo-9-phenyl-9H-carbazole BrC=1C=CC=2N(C3=CC=CC=C3C2C1)C1=CC=CC=C1